(2-(aminomethyl)-2-(chloromethyl)azetidin-1-yl)(4-((3-(1-(2,2-difluoroethyl)-3-(trifluoromethyl)-1H-pyrazol-4-yl)imidazo[1,2-a]pyrazin-8-yl)amino)-2-ethylphenyl)methanone NCC1(N(CC1)C(=O)C1=C(C=C(C=C1)NC=1C=2N(C=CN1)C(=CN2)C=2C(=NN(C2)CC(F)F)C(F)(F)F)CC)CCl